1-(3,5-dichlorophenyl)-3-{[3-(thiophen-3-yl)-1,2,4-oxadiazol-5-yl]methyl}urea ClC=1C=C(C=C(C1)Cl)NC(=O)NCC1=NC(=NO1)C1=CSC=C1